OC[C@H]1N(C[C@@H]([C@H]([C@@H]1O)O)O)CCCCCCOC1CCC(CC1)C (2R,3R,4R,5S)-2-(Hydroxymethyl)-1-[6-[(4-methylcyclohexyl)oxy]hexyl]-3,4,5-piperidinetriol